[1-[(1R)-1-[(1R,2R)-2-[[2,2-dimethyl-6-(trifluoromethyl)chroman-4-yl]carbamoyl]cyclopropyl]-3-methoxy-propyl]-4,4-dimethyl-6-oxo-hexahydropyrimidin-2-ylidene]ammonium CC1(OC2=CC=C(C=C2C(C1)NC(=O)[C@H]1[C@@H](C1)[C@@H](CCOC)N1C(NC(CC1=O)(C)C)=[NH2+])C(F)(F)F)C